(R)-2-(4-(1-ethoxyvinyl)-3-fluorophenyl)pyrrolidine-1-carboxylic acid tert-butyl ester C(C)(C)(C)OC(=O)N1[C@H](CCC1)C1=CC(=C(C=C1)C(=C)OCC)F